FC1(CN(CC1)C1=CC=C2C(CN(C2=C1)C(CCCCCC(=O)O)=O)C)F 7-(6-(3,3-difluoropyrrolidin-1-yl)-3-methylindolin-1-yl)-7-oxoheptanoic acid